tert-butyl 4-[7-(oxan-4-yl)-3-oxopyrido[2,3-b]pyrazin-4-yl]piperidine-1-carboxylate O1CCC(CC1)C1=CC2=C(N(C(C=N2)=O)C2CCN(CC2)C(=O)OC(C)(C)C)N=C1